(Cyclopropanecarboxamido)-4-((3-(1-cyclopropyl-5-(dimethylphosphoryl)-1H-pyrazol-3-yl)-2-methoxyphenyl)amino)pyridazine-3-carboxamide C1(CC1)C(=O)NC=1C(=C(N=NC1)C(=O)N)NC1=C(C(=CC=C1)C1=NN(C(=C1)P(=O)(C)C)C1CC1)OC